Cl.C(C)(C)(C)N[C@@H]1CN(CC1)C=1N=NC(=CN1)C1=NC=C(C=C1O)C=1C(=NNC1)F 2-{3-[(3S)-3-(tert-Butylamino)Pyrrolidin-1-yl]-1,2,4-Triazin-6-yl}-5-(3-Fluoro-1H-Pyrazol-4-yl)Pyridin-3-ol-Hydrochlorid